N(C(=N)N)[C@@H]1[C@H](CC1)C(=O)O (1S,2S)-2-carbamimidamidocyclobutane-1-carboxylic acid